N[C@H]1[C@@H]2N(C[C@H]1CC2)C(=O)C2=CC1=C(N(C(=N1)C=1N(C3=C(C=CC=C3C1)C1=CC(=C(C=C1F)O)F)CC1CC1)C)C(=C2)OC 4-(2-{5-[(1R,4R,7R)-7-Amino-2-azabicyclo[2.2.1]heptan-2-carbonyl]-7-methoxy-1-methyl-1H-1,3-benzodiazol-2-yl}-1-(cyclopropylmethyl)-1H-indol-7-yl)-2,5-difluorophenol